(3S)-3-{[1-(cyclopropylmethyl)-5-[2-(trifluoromethyl)phenyl]-1H-pyrazol-3-yl]formamido}-5-(3,3-difluoropiperidin-1-yl)pentanoic acid C1(CC1)CN1N=C(C=C1C1=C(C=CC=C1)C(F)(F)F)C(=O)N[C@H](CC(=O)O)CCN1CC(CCC1)(F)F